ethyl 2-ethyl-4-methoxythieno[2',3':5,6]benzo[1,2-d]oxazole-7-carboxylate C(C)C=1OC2=C(N1)C1=C(C=C2OC)SC(=C1)C(=O)OCC